FC1=CN=C2C[C@H](C(NC2=C1)=O)[C@@H](C1=CC=CC=C1)NC[C@H](C)C=1C=C(C=CC1)CC(=O)O 2-(3-((R)-1-(((S)-((S)-7-fluoro-2-oxo-1,2,3,4-tetrahydro-1,5-naphthyridin-3-yl)(phenyl)methyl)amino)propan-2-yl)phenyl)acetic acid